N[C@H]1[C@H]2SC([C@@H](N2C1=O)C(=O)O)(C)C (2S,5R,6R)-6-amino-3,3-dimethyl-7-oxo-4-thia-1-azabicyclo[3.2.0]heptane-2-carboxylic acid